BrC=1C=C(C(N(C1)C)=O)NC1=NN2C(CN(CC2)C2CC2)=C1 5-Bromo-3-(5-cyclopropyl-4,5,6,7-tetrahydropyrazolo[1,5-a]pyrazin-2-ylamino)-1-methylpyridin-2(1H)-one